FC1=CC(=CNC1=O)C1=CC=C(C=C1)[C@@H](CCN1CCC(CC1)O)NC(=O)C=1SC2=NC=3CC[C@@H](CC3C=C2N1)C1(CC1)C (S)-N-((R)-1-(4-(5-fluoro-6-oxo-1,6-dihydropyridin-3-yl)phenyl)-3-(4-hydroxypiperidin-1-yl)propyl)-7-(1-methylcyclopropyl)-5,6,7,8-tetrahydrothiazolo[5,4-b]quinoline-2-carboxamide